ClC1=C(C(=O)N)C=C(C=C1)[N+](=O)[O-] 2-chloro-5-nitrobenzamide